[N+](=[N-])=CC(CC[C@@H](C(=O)OC(C)C)NC(=O)[C@H]1COCC1)=O isopropyl (S)-6-diazo-5-oxo-2-((R)-tetrahydrofuran-3-carboxamido)hexanoate